CN1CCNC=2C=NC(=NC12)C=1C=NN(C1)C 8-methyl-2-(1-methyl-1H-pyrazol-4-yl)-5,6,7,8-tetrahydropteridine